C(C)(=O)N[C@H](C(=O)O)CC(=O)C1=C(C(=CC=C1)O[C@@H]1O[C@@H]([C@H]([C@@H]([C@H]1O)O)O)CO)N (S)-2-acetamido-4-(2-amino-3-(((2S,3R,4S,5S,6R)-3,4,5-trihydroxy-6-(hydroxymethyl)tetrahydro-2H-pyran-2-yl)oxy)phenyl)-4-oxobutanoic acid